FC(OC=1N=C2N(C=CC=C2)C1)(F)F (trifluoromethoxy)imidazo[1,2-a]pyridine